lead-calcium-titanium bromine [Br].[Ti].[Ca].[Pb]